C12(CC(C1)C2)NC2=NC=NC(=N2)NC2=C(C=C(C(=C2)[N+](=O)[O-])N(C)CCN(C)C)OC N2-(bicyclo[1.1.1]pentan-1-yl)-N4-(4-((2-(dimethylamino)ethyl)(methyl)amino)-2-methoxy-5-nitrophenyl)-1,3,5-triazine-2,4-diamine